9,15-dioxo-11α-hydroxy-prosta-5Z,13E-dien-1-oic acid O=C1[C@H](C\C=C/CCCC(=O)O)[C@H]([C@@H](C1)O)\C=C\C(CCCCC)=O